tetradecyl-dihydroxyEthylamine oxide C(CCCCCCCCCCCCC)[NH+](CC(O)O)[O-]